C(C)(C)(C)OC(=O)N1C(N(C2=C1C=NC=1N=C(C=CC21)OC)CC2=C(C=C(C=C2F)NC(=O)OC(C)(C)C)F)=O 1-((4-(tert-Butoxycarbonylamino)-2,6-difluoro-phenyl)methyl)-7-methoxy-2-oxo-imidazo[4,5-c][1,8]Naphthyridine-3-carboxylic acid tert-butyl ester